4-{3-[4-cyano-3-(trifluoromethyl)phenyl]-5,5-dimethyl-4-oxo-2-sulfanylideneimidazolidin-1-yl}-2-fluoro-N-methylbenzamide C(#N)C1=C(C=C(C=C1)N1C(N(C(C1=O)(C)C)C1=CC(=C(C(=O)NC)C=C1)F)=S)C(F)(F)F